C(C=C)(=O)N1CC2(C1)[C@H](N(CC2)C2=C(C(=C1C(=N2)CC(C1)(C)C)C1=C2C=NNC2=CC=C1C)C#N)C 2-((R)-2-acryloyl-5-methyl-2,6-diazaspiro[3.4]octan-6-yl)-6,6-dimethyl-4-(5-methyl-1H-indazol-4-yl)-6,7-dihydro-5H-cyclopenta[b]pyridine-3-carbonitrile